C(C1=CC=CC=C1)OC(=O)N1C(=CC2=CC(=CC=C12)C(F)(F)P(O)(O)=O)C(=O)OCC1=CC=CC=C1 ({1,2-bis[(benzyloxy)carbonyl]-1H-indol-5-yl}difluoromethyl)phosphonic acid